2-{4-[(2-{3-[(4-methanesulfonyl-2-methoxyphenyl)amino]prop-1-yn-1-yl}-1-(2,2,2-trifluoro-ethyl)-1H-indol-4-yl)amino]piperidin-1-yl}-N,N-dimethylacetamide CS(=O)(=O)C1=CC(=C(C=C1)NCC#CC=1N(C2=CC=CC(=C2C1)NC1CCN(CC1)CC(=O)N(C)C)CC(F)(F)F)OC